BrC1=CC(=C(C=C1C)NC1=CC=C2C(=N1)C(N(C2)[C@@H]2CC[C@H](CC2)C(=O)OC(C)(C)C)=O)C2CC2 tert-butyl (trans)-4-{2-[(4-bromo-2-cyclopropyl-5-methylphenyl)amino]-7-oxo-5H-pyrrolo[3,4-b]pyridin-6-yl}cyclohexane-1-carboxylate